N-(3-methyl-4-((2-methyl-2H-pyrazolo[4,3-b]pyridin-6-yl)oxy)phenyl)-6-(piperidin-4-yloxy)pyrido[3,2-d]pyrimidin-4-amine hydrochloride Cl.CC=1C=C(C=CC1OC1=CC=2C(N=C1)=CN(N2)C)NC=2C1=C(N=CN2)C=CC(=N1)OC1CCNCC1